COC=1C=CC=C(C(=O)O)C1 5-methyl-Oxybenzoic acid